7-Ethyl-4-(4-fluoro-3-(2-isopropyl-6-methoxy-2H-indazol-5-yl)phenyl)-7H-imidazo[4,5-c]pyridazine C(C)N1C=NC2=C1N=NC=C2C2=CC(=C(C=C2)F)C2=CC1=CN(N=C1C=C2OC)C(C)C